FC1(C(C1)C1=NC=NC(=C1C=1N=CC2=C(N1)C(=NN2)CC2=CC=C(C=C2)C=2N(C=C(N2)C(F)(F)F)C)OC)F 5-[4-(2,2-difluorocyclopropyl)-6-methoxy-pyrimidin-5-yl]-3-[[4-[1-methyl-4-(trifluoromethyl)imidazol-2-yl]phenyl]methyl]-1H-pyrazolo[4,3-d]pyrimidine